trans-N-((1r,4r)-4-aminocyclohexyl)-4-((3-(2,3-difluoro-4-methoxyphenyl)imidazo[1,2-a]pyrazin-8-yl)amino)-2-ethylbenzamide N[C@@H]1CC[C@H](CC1)NC(C1=C(C=C(C=C1)NC=1C=2N(C=CN1)C(=CN2)C2=C(C(=C(C=C2)OC)F)F)CC)=O